Tert-butyl 4-[1-[1-[(4-methoxyphenyl)methyl]-2,6-dioxo-3-piperidyl]-3-methyl-2-oxo-benzimidazol-5-yl]piperidine-2-carboxylate COC1=CC=C(C=C1)CN1C(C(CCC1=O)N1C(N(C2=C1C=CC(=C2)C2CC(NCC2)C(=O)OC(C)(C)C)C)=O)=O